NCC#CC=1C=CC(=C(C(=O)NC2=CC=C(C=C2)S(=O)(=O)N2CCN(CC2)C2=CC(=CC=C2)C(F)(F)F)C1)N(S(=O)(=O)C)C 5-(3-aminoprop-1-yn-1-yl)-2-(N-methylmethylsulfonamido)-N-(4-((4-(3-(trifluoromethyl)-phenyl)piperazin-1-yl)sulfonyl)phenyl)benzamide